1-(2-(8-(6-methoxypyridin-3-yl)-4-oxo-1-(4-(piperazin-1-yl)-3-(trifluoromethyl)phenyl)-1,4-dihydro-5H-[1,2,3]triazolo[4,5-c]quinolin-5-yl)ethyl)pyrrolidine-2,5-dione COC1=CC=C(C=N1)C1=CC=2C3=C(C(N(C2C=C1)CCN1C(CCC1=O)=O)=O)N=NN3C3=CC(=C(C=C3)N3CCNCC3)C(F)(F)F